C(=O)(OC(C)(C)C)N[C@H](CC#C)C(=O)O (R)-N-BOC-propargylglycine